C1(CC1)CN1C(=CC2=CC=C(C=C12)C1COC1)C1=NC2=C(N1C)C(=CC(=C2)C(=O)N2[C@@H]1CC[C@H](C2)[C@H]1N)OC (1R,4R,7R)-2-{2-[1-(cyclopropylmethyl)-6-(oxetan-3-yl)-1H-indol-2-yl]-7-methoxy-1-methyl-1H-1,3-benzodiazole-5-carbonyl}-2-azabicyclo[2.2.1]heptan-7-amine